5-(1H-imidazol-1-yl)-N-((1r,4r)-4-(2-methoxyethoxy)cyclohexyl)thieno[3,2-b]pyridine-7-carboxamide N1(C=NC=C1)C1=CC(=C2C(=N1)C=CS2)C(=O)NC2CCC(CC2)OCCOC